BrC=1C=NC(=NC1)C1(CC(C1)(C)C#N)N[S@](=O)C(C)(C)C (R)-N-[1-(5-bromopyrimidin-2-yl)-3-cyano-3-methylcyclobutyl]-2-methylpropane-2-sulfinamide